C(CCCC\C=C/C\C=C/C\C=C/C\C=C/CC)(=O)OCC ethyl (6Z,9Z,12Z,15Z)-6,9,12,15-octadecatetraenoate